(3-(4-cyano-3-(trifluoromethyl)phenyl)-5,5-dimethyl-4-oxo-2-thioxoimidazolidin-1-yl)-2-fluoro-N-(6-oxohexyl)benzamide C(#N)C1=C(C=C(C=C1)N1C(N(C(C1=O)(C)C)C=1C(=C(C(=O)NCCCCCC=O)C=CC1)F)=S)C(F)(F)F